C[C@@]12CCC[C@H]1[C@@H]1C=CC3=CCC=C[C@]3(C)[C@H]1CC2 Androsta-1,4,6-triene